N-(5-(5-methyl-4-(3-methyl-2-oxo-2,3-dihydrobenzo[d]oxazol-5-ylamino)pyrimidin-2-ylamino)pyridin-2-yl)methanesulfonamide CC=1C(=NC(=NC1)NC=1C=CC(=NC1)NS(=O)(=O)C)NC=1C=CC2=C(N(C(O2)=O)C)C1